C(C(O)CO)OCCC[SiH2]C(O[Si](C)(C)C)O[Si](C)(C)C (3-glyceryl-oxypropyl)bis(trimethylsiloxy)methyl-silane